C(C(C)C)C1=C(C(=O)O)C=CC(=C1)O.C(C(C)C)OC(=O)C1=CC=C(O)C=C1 isobutyl-paraben (isobutyl p-hydroxybenzoate)